FC(OC1=NC(=CC=C1C1=C(C2=C(N=N1)N(CCC2)[C@H]2CN(CCC2)CC)C)C(F)(F)F)F (R)-3-(2-(difluoromethoxy)-6-(trifluoromethyl)pyridin-3-yl)-8-(1-ethylpiperidin-3-yl)-4-methyl-5,6,7,8-tetrahydropyrido[2,3-c]pyridazine